N-(6-(4-(4-hydroxy-3-methyltetrahydrofuran-3-yl)piperazin-1-yl)-7-methylisoquinolin-3-yl)-5-oxaspiro[2.4]heptane-1-carboxamide OC1C(COC1)(C)N1CCN(CC1)C=1C=C2C=C(N=CC2=CC1C)NC(=O)C1CC12COCC2